FC1=C(C=CC(=C1)F)N1N=C(C=CC1=O)C(=O)O 1-(2,4-difluorophenyl)-6-oxo-pyridazine-3-carboxylic acid